1-ethoxycarbonylmethyl-pyridazine C(C)OC(=O)CN1NC=CC=C1